5-chloro-6-(trifluoromethyl)-1H-indole ClC=1C=C2C=CNC2=CC1C(F)(F)F